3-((3S,4R)-4-Hydroxytetrahydrofuran-3-yl)-8-(pyridin-3-yl)-6-(5-(trifluoromethyl)pyridin-2-yl)pyrido[3,4-d]pyrimidin-4(3H)-one O[C@@H]1[C@H](COC1)N1C=NC2=C(C1=O)C=C(N=C2C=2C=NC=CC2)C2=NC=C(C=C2)C(F)(F)F